BrC\C(\CN1C(C2=CC=CC=C2C1=O)=O)=C\F (E)-2-(2-(bromomethyl)-3-fluoroallyl)isoindoline-1,3-dione